carbazolyl-dibenzothiophene C1(=CC=CC=2C3=CC=CC=C3NC12)C1=CC=CC=2SC3=C(C21)C=CC=C3